2-(4-(2-cyclopropyl-2H-1,2,3-triazol-4-yl)phenyl)-5,5,5-trifluoro-4,4-dimethylpentanoate C1(CC1)N1N=CC(=N1)C1=CC=C(C=C1)C(C(=O)[O-])CC(C(F)(F)F)(C)C